(2S)-3-(5-chlorothien-2-yl)-2-(9H-fluoren-9-ylmethoxycarbonyl-amino)propionic acid ClC1=CC=C(S1)C[C@@H](C(=O)O)NC(=O)OCC1C2=CC=CC=C2C=2C=CC=CC12